(S)-2-((4-(3-(2-Chloro-4-methylbenzyl)benzoyl)piperazin-1-yl)methyl)-1-(oxetan-2-ylmethyl)-1H-benzo[d]imidazole-6-carboxylic acid ClC1=C(CC=2C=C(C(=O)N3CCN(CC3)CC3=NC4=C(N3C[C@H]3OCC3)C=C(C=C4)C(=O)O)C=CC2)C=CC(=C1)C